FC(C(C(F)(F)C(C(=O)OCCOCCOCC(OCC)OC(C(=C)C)=O)=C)(F)F)CC(F)(F)F ethoxytriethylene glycol methacrylate octafluoropentyl-acrylate